C(C)(C)(C)C1=C(C=CC(=C1)C(C)(C)C)OP(=O)(OC1=C(C=C(C=C1)C(C)(C)C)C(C)(C)C)OC1=C(C=C(C=C1)C(C)(C)C)C(C)(C)C Tri(2,4-Di-Tert-Butylphenyl)-Phosphat